OC(C(=O)O)CCC(=O)O.FC=1C=C(COC2=CC=C(C(=O)NC3=CC=C4C(=NN(C4=C3)CCC3CCN(CC3)C)C)C=C2)C=CC1 4-((3-fluorobenzyl)oxy)-N-(3-methyl-1-(2-(1-methylpiperidin-4-yl)ethyl)-1H-indazol-6-yl)benzamide 2-hydroxyglutarate